methyl 3-allyloxy-4-formylbenzoate C(C=C)OC=1C=C(C(=O)OC)C=CC1C=O